S1C(=NN=C1)C(=O)N 1,3,4-THIADIAZOL-2-YL-CARBOXAMIDE